rac-(3R,4R)-1-cyclopropylmethyl-4-{[5-(2,4,6-trifluoro-phenyl)-isoxazole-3-carbonyl]-amino}-piperidine-3-carboxylic acid C1(CC1)CN1C[C@H]([C@@H](CC1)NC(=O)C1=NOC(=C1)C1=C(C=C(C=C1F)F)F)C(=O)O |r|